OC1=C(C(=C(C(N1CCCO)=O)C#N)C)N=NC1=CC=C(C=C1)CCO 6-hydroxy-5-((4-(2-hydroxyethyl)phenyl)diazenyl)-1-(3-hydroxypropyl)-4-methyl-2-oxo-1,2-dihydropyridine-3-carbonitrile